4-methoxy-N-methyl-1,2,5-oxadiazole-3-carboxamide COC=1C(=NON1)C(=O)NC